tert-butyl 6-[6-chloro-1-(2,2-difluorocyclopropyl)-7-fluoro-pyrazolo[4,3-c]pyridin-3-yl]-3-azabicyclo[3.1.0]hexane-3-carboxylate ClC1=C(C2=C(C=N1)C(=NN2C2C(C2)(F)F)C2C1CN(CC21)C(=O)OC(C)(C)C)F